(S)-2-(1-propenoyl-4-(7-(8-methylnaphthalen-1-yl)-2-(1-(pyrrolidin-1-ylmethyl)cyclopropoxy)-5,6,7,8-tetrahydropyrido[3,4-d]pyrimidin-4-yl)piperazin-2-yl)acetonitrile C(C=C)(=O)N1[C@H](CN(CC1)C=1C2=C(N=C(N1)OC1(CC1)CN1CCCC1)CN(CC2)C2=CC=CC1=CC=CC(=C21)C)CC#N